4-oxo-4-(4-vinylphenoxy)butyric acid O=C(CCC(=O)O)OC1=CC=C(C=C1)C=C